C(CCCCCCCCCCCCC)(=O)OCC1CCC(CC1)COC(CCCCCCCCCCCCC)=O 1,4-cyclohexanedimethanol dimyristate